4'-((2-butyl-4-oxo-1,3-diazaspiro[4.4]non-1-en-3-yl)methyl)-N-(4,5-dimethylisoxazol-3-yl)-2'-(ethoxymethyl)-[1,1'-biphenyl]-2-sulfonamide C(CCC)C1=NC2(C(N1CC1=CC(=C(C=C1)C=1C(=CC=CC1)S(=O)(=O)NC1=NOC(=C1C)C)COCC)=O)CCCC2